iminobiotine N=C(C(O)=O)CCC[C@@H]1SC[C@@H]2NC(=O)N[C@H]12